7-((1R,4r)-4-(1-methyl-3-(trifluoromethyl)-1H-pyrazol-5-yl)cyclohexyl)-2-thia-7-azaspiro[4.4]nonane 2,2-dioxide CN1N=C(C=C1C1CCC(CC1)N1CC2(CCS(C2)(=O)=O)CC1)C(F)(F)F